NC=1C=2N(C(=CN1)C=1C=NN(C1)C)N=CC2C2=CC(=C(C=C2)NS(=O)(=O)C(F)F)O[C@@H](C)C2=CC=C(C=C2)F (S)-N-(4-(4-amino-7-(1-methyl-1H-pyrazol-4-yl)pyrazolo[1,5-a]pyrazin-3-yl)-2-(1-(4-fluorophenyl)ethoxy)phenyl)-1,1-difluoromethane-sulfonamide